FC1=C(C=C2C=CN(C(C2=C1F)=O)CCCC=O)C1=NC=C(C=N1)C(F)(F)F 4-[7,8-difluoro-1-oxo-6-[5-(trifluoromethyl)pyrimidin-2-yl]-2-isoquinolyl]butanal